C(C)(C)(C)OC(=O)N1CC2(C1)CC(C2)=O 6-keto-2-azaspiro[3.3]heptane-2-carboxylic acid tert-butyl ester